ClC1=CC=C(C=C1)C=1N=NN(N1)C1CCN(CC1)C(CC1=NC(=NO1)C)=O 1-(4-(5-(4-chlorophenyl)-2H-tetrazol-2-yl)piperidin-1-yl)-2-(3-methyl-1,2,4-oxadiazol-5-yl)ethan-1-one